CC=1C=C(C(=O)C2=CC=C(C=C2)C2=CC=CC=C2)C=CC1 3-methyl-4'-phenyl-benzophenone